2-methanesulfonyl-pyrimidine-5-carboxylic acid ethyl ester C(C)OC(=O)C=1C=NC(=NC1)S(=O)(=O)C